OCCCOC1=C(C=C(C=C1)C1(C2=CC=CC=C2C=2C=CC=CC12)C1=CC(=C(C=C1)OCCCO)C1=CC=CC=C1)C1=CC=CC=C1 9,9-Bis(4-(3-hydroxypropoxy)-3-phenylphenyl)fluorene